ClCC1C(CCl)O1 1,4-dichloro-2,3-epoxybutane